C(C)OC1=C(C(=CC(=C1)C=O)OCC)C1=CC=C(C=C1)C(F)(F)F 2,6-diethoxy-4'-(trifluoromethyl)-[1,1'-biphenyl]-4-carbaldehyde